C(C=CC=CCC=CCC)=O 2,4,7-Decatrienal